N-(4-(2-(2-Azabicyclo[2.2.1]heptan-3-yl)-3H-imidazo[4,5-b]pyridin-7-yl)-2-fluorobenzyl)-3-(tert-butyl)-1,2,4-oxadiazole-5-carboxamide C12NC(C(CC1)C2)C2=NC=1C(=NC=CC1C1=CC(=C(CNC(=O)C3=NC(=NO3)C(C)(C)C)C=C1)F)N2